C(#N)CC=1C=C(OC=2C=CC(=C(C2)C2=NN(C=C2NC(=O)C=2C=NN3C2N=CC=C3)C[C@@H]3N(CCC3)C)OC(F)F)C=CC1 |r| N-[3-[5-[3-(cyanomethyl)phenoxy]-2-(difluoromethoxy)phenyl]-1-[[rac-(2R)-1-methylpyrrolidin-2-yl]methyl]pyrazol-4-yl]pyrazolo[1,5-a]pyrimidine-3-carboxamide